C(CC)C(C(F)(F)F)O propyl-2,2,2-trifluoroethanol